C[C@@H]1N(CCC1)CC1=CC=2C=NC(=CC2N1COCC[Si](C)(C)C)NC(=O)C=1C=CC2=C(NC(O2)=O)C1 N-(2-[[(2S)-2-methylpyrrolidin-1-yl]methyl]-1-[[2-(trimethylsilyl)ethoxy]methyl]pyrrolo[3,2-c]pyridin-6-yl)-2-oxo-3H-1,3-benzoxazol-5-carboxamide